C(\C=C\C(=O)O)(=O)O.C(\C=C\C(=O)O)(=O)O.C(C=CC)(=O)N 2-butenamide difumarate